neopentyl ((((1S,2S,4R)-3-oxo-1-azabicyclo[2.2.1]heptan-2-yl)methoxy)(phenoxy)phosphoryl)-L-alaninate O=C1[C@@H](N2CC[C@@H]1C2)COP(=O)(OC2=CC=CC=C2)N[C@@H](C)C(=O)OCC(C)(C)C